Cl.O1CCC12CNCCC2 1-oxa-6-azaspiro[3.5]nonane hydrochloride